FC=1C=C(SC1)NS(=O)(=O)C1=CNC(=C1)C1=CC=CC=C1 N-(4-fluorothiophene-2-yl)-5-phenyl-1H-pyrrole-3-sulfonamide